Acrylic Acid C(C=C)(=O)O